(R)-1-((7-cyano-2-(3'-(3-(((R)-3-hydroxypyrrolidin-1-yl)methyl)-6-methyl-1,7-naphthyridin-8-ylamino)-2,2'-dimethylbiphenyl-3-yl)benzo[d]oxazol-5-yl)methyl)pyrrolidine-3-carboxylic acid C(#N)C1=CC(=CC=2N=C(OC21)C=2C(=C(C=CC2)C2=C(C(=CC=C2)NC=2N=C(C=C1C=C(C=NC21)CN2C[C@@H](CC2)O)C)C)C)CN2C[C@@H](CC2)C(=O)O